C(C)(=O)OCC[N+](C)(C)C.C(C)(=O)OCC[N+](C)(C)C acetylcholine choline acetate